tert-butyl N-{4-bromo-2-[methoxy(methyl)carbamoyl]thiophen-3-yl}carbamate BrC=1C(=C(SC1)C(N(C)OC)=O)NC(OC(C)(C)C)=O